5-(tert-butyl)-N-(3-fluoro-2-methoxy-4-(6-morpholinopyrrolo[2,1-f][1,2,4]triazin-4-yl)benzyl)-1,2,4-oxadiazole-3-carboxamide C(C)(C)(C)C1=NC(=NO1)C(=O)NCC1=C(C(=C(C=C1)C1=NC=NN2C1=CC(=C2)N2CCOCC2)F)OC